OC1=C(C=CC(=C1)OC)C1=NC(=NC(=N1)C1=CC=CC=C1)C1=CC=CC=C1 2-(2-hydroxy-4-methoxyphenyl)-4,6-bis(phenyl)-1,3,5-triazine